C(C)(C)(C)C1CCN(CC1)C(=O)NC1=CC(=C(C=C1)C=1C=NC(=CC1)C)C=1N=NN(N1)C(C1=CC=CC=C1)(C1=CC=CC=C1)C1=CC=CC=C1 4-(tert-butyl)-N-(4-(6-methylpyrid-3-yl)-3-(2-trityl-2H-tetrazol-5-yl)phenyl)piperidine-1-carboxamide